C(C)(C)(C)O[Al](OC1=C(C=CC=C1C(C)(C)C)C(C)(C)C)OC1=C(C=CC=C1C(C)(C)C)C(C)(C)C tert-butoxybis(2,6-di-tert-butylphenoxy)aluminum